3-((6-chloro-4-morpholinofuro[3,2-d]pyrimidin-2-yl)amino)-N,N-dimethyl-5-phenyl-1H-pyrazole-1-sulfonamide ClC1=CC=2N=C(N=C(C2O1)N1CCOCC1)NC1=NN(C(=C1)C1=CC=CC=C1)S(=O)(=O)N(C)C